C(CCCCCCCCCCC)NC(CCCSCCC(=O)OCCCCCCCCCCCC)=N dodecyl 3-((4-(dodecylamino)-4-iminobutyl)thio)propanoate